FC1=C(C=C(C=C1)O)C=1C=NC(=CC1)C 4-fluoro-3-(6-methylpyridin-3-yl)phenol